C(C)(C)(C)C1=C(C(=CC(=C1)C)CC1=C(C(=CC(=C1)C)C(C)(C)C)O)OC(C(=C)C)=O.C(C)(C)(C)OC(=O)[C@H]1CN(CCN1)N (R)-3-tert-butoxycarbonyl-aminopiperazine 2-tert-butyl-6-[(3-tert-butyl-2-hydroxy-5-methylphenyl)methyl]-4-methylphenyl-methacrylate